(2S)-2-[[2-(3-chloro-4-methylsulfonyl-anilino)-5-oxazol-2-yl-pyrimidin-4-yl]amino]-2-phenyl-ethanol ClC=1C=C(NC2=NC=C(C(=N2)N[C@H](CO)C2=CC=CC=C2)C=2OC=CN2)C=CC1S(=O)(=O)C